The molecule is a chloroamino acid that is L-threonine in which one of the hydrogens of the terminal methyl group has been replaced by a chlorine. It is a chloroamino acid, a L-threonine derivative and a non-proteinogenic L-alpha-amino acid. C([C@H]([C@@H](C(=O)O)N)O)Cl